N(N)C1=CC=C(CN2[C@@H](COCC2)C)C=C1 (R)-4-(4-hydrazinobenzyl)-3-methylmorpholine